(E)-4-(4-(Difluoromethyl)-2-(1-ethyl-3-(trifluoromethyl)-1H-pyrazol-4-yl)phenyl)-6-(4-(dimethylamino)but-2-enoyl)-4,5,6,7-tetrahydrothieno[2,3-c]pyridine-2-carbonitrile FC(C1=CC(=C(C=C1)C1C2=C(CN(C1)C(\C=C\CN(C)C)=O)SC(=C2)C#N)C=2C(=NN(C2)CC)C(F)(F)F)F